C(=O)(C=C)SC(=O)C=C acryl sulfide